ClC=1C(=CC2=C(N=C(N=C2N[C@H](C)C2=C(C(=CC=C2)C(COCCN(C)C)(F)F)F)C)N1)C1CCSCC1 (R)-4-(7-chloro-4-((1-(3-(2-(2-(dimethylamino)ethoxy)-1,1-difluoroethyl)-2-fluorophenyl)ethyl)amino)-2-methylpyrido[2,3-d]pyrimidin-6-yl)tetrahydro-2H-thiopyran